4,6-dimethyloctadecylheptoxymethyl ether CC(CCCC(OCCCCCCC)OC(CCCC(CC(CCCCCCCCCCCC)C)C)OCCCCCCC)CC(CCCCCCCCCCCC)C